N-((5-bromo-3-chlorothien-2-yl)methyl)acetamide BrC1=CC(=C(S1)CNC(C)=O)Cl